BrC=1C(=C2C(=CNC2=CC1)O)Cl 5-bromo-4-chloro-3-hydroxyindole